BrC1=CC(=C2C=CC(=NC2=C1)\C=C\C1=NC=CC(=N1)C)COC (E)-7-bromo-5-(methoxymethyl)-2-(2-(4-methylpyrimidin-2-yl)vinyl)quinoline